O=S1([C@H](CNCC1)C=1N=CN(C1)C1=C(C=C(C=N1)NC(CC1=C(C(=CC=C1)C(F)(F)F)F)=O)F)=O (R)-N-(6-(4-(1,1-dioxidothiomorpholin-2-yl)-1H-imidazol-1-yl)-5-fluoropyridin-3-yl)-2-(2-fluoro-3-(trifluoromethyl)phenyl)acetamide